methyl 5,5-difluoro-2-(((methylsulfonyl)oxy)methyl)pentanoate FC(CCC(C(=O)OC)COS(=O)(=O)C)F